CNC1=CC=2N(C=C1)C=C(N2)C=2C=CC1=C(NC(CO1)=O)C2 6-(7-Methylamino-imidazo[1,2-a]pyridin-2-yl)-4H-benzo[1,4]oxazin-3-one